CNC(CC=1N=C(N(C1)C1=CC=CC=C1)NC(=O)C=1C=C2C=NNC2=CC1)=O N-(4-(2-(methylamino)-2-oxoethyl)-1-phenyl-1H-imidazol-2-yl)-1H-indazole-5-carboxamide